((R)-cyclopropyl-chinolin-3-yl-methyl)-amin C1(CC1)[C@H](C=1C=NC2=CC=CC=C2C1)N